NC(CCCNC(=O)C=1C=CC(=C(C1)C=1C(=C(C(=CC1OCCCCCC)CCN)CCN)CCN)OCCCCCC)C 5'-((4-aminopentyl)carbamoyl)-2',6-bis(hexyloxy)-[1,1'-biphenyl]Triethylamine